(3Z)-10,10-dibutoxy-3-decen-1-ol C(CCC)OC(CCCCC\C=C/CCO)OCCCC